C(C)OC(C(\C=C\C1=CC=C(C=C1)C)(F)F)=O (E)-2,2-difluoro-4-(p-tolyl)but-3-enoic acid ethyl ester